[(3S)-1-{6-[5-fluoro-2-(methoxymethoxy)-4-(2-methyl-1,3-oxazol-5-yl) phenyl] pyridazin-3-yl} pyrrolidin-3-yl] carbamate C(N)(O[C@@H]1CN(CC1)C=1N=NC(=CC1)C1=C(C=C(C(=C1)F)C1=CN=C(O1)C)OCOC)=O